N=1CCCCCC1 3,4,5,6-tetra-hydro-2H-azepin